FC=1C=CC=2N(C1)C(=CN2)N 6-fluoroimidazo[1,2-a]pyridin-3-amine